ClC=1C(=C(CN2CCC(CC2)(C(=O)O)CC2=NC(=CC(=C2F)C(C)C)NC2=NNC(=C2)C)C=CC1)F 1-(3-chloro-2-fluorobenzyl)-4-((3-fluoro-4-isopropyl-6-((5-methyl-1H-pyrazol-3-yl)amino)pyridin-2-yl)methyl)piperidine-4-carboxylic acid